4-(3-(3-fluoro-4-methylphenoxy)-5-methylphenyl)-6-methyl-7-oxo-N-propyl-6,7-dihydro-1H-pyrrolo[2,3-c]pyridine-2-carboxamide FC=1C=C(OC=2C=C(C=C(C2)C)C=2C3=C(C(N(C2)C)=O)NC(=C3)C(=O)NCCC)C=CC1C